2-(diethylcarbamoylamino)-4-[2-phenylethyl-[4-(5,6,7,8-tetrahydro-1,8-naphthyridin-2-yl)butyl]amino]butanoic acid C(C)N(C(=O)NC(C(=O)O)CCN(CCCCC1=NC=2NCCCC2C=C1)CCC1=CC=CC=C1)CC